4-(2-((8-(((1,1,1,3,3,3-Hexafluoropropan-2-yl)oxy)carbonyl)-1,8-diazaspiro[4.5]decan-1-yl)methyl)-5-(trifluoromethyl)phenyl)-2,2-dimethylbut-3-ynoic acid FC(C(C(F)(F)F)OC(=O)N1CCC2(CCCN2CC2=C(C=C(C=C2)C(F)(F)F)C#CC(C(=O)O)(C)C)CC1)(F)F